NC=1C=2N(C3=CC(=CC=C3N1)C(=O)N(C1COC3=C1C=CC(=C3)C(F)(F)F)C)C=CC2 4-amino-N-methyl-N-(6-(trifluoromethyl)-2,3-dihydrobenzofuran-3-yl)pyrrolo[1,2-a]quinoxaline-8-carboxamide